C(C)(=O)N1CCC(CC1)C1=NN(C=2C=CC=C(C12)C1=CC(=C2C=NN(C2=C1)C)F)CC(=O)NCC(=O)NCC(=O)OC methyl 2-(2-{2-[3-(1-acetylpiperidin-4-yl)-4'-fluoro-1'-methyl-[4,6'-biindazol]-1-yl]acetamido}acetamido)acetate